C[Si](C1=CC=C(C=C1)[Si](O)(C)C)(O)C p-bis(dimethylhydroxysilyl)benzene